[NH+]1=CC=CC=C1.NC1CCC(CC1)CCOC1=CC(=C(C=C1F)S(=O)(=O)NC1=NC=NS1)F 4-(2-(4-aminocyclohexyl)ethoxy)-2,5-difluoro-N-(1,2,4-thiadiazol-5-yl)benzenesulfonamide Pyridinium